COC1=C(C=C(C(=C1)OC)C=1C=NN(C1)C)[C@@H](C)NC(C1=C(C=CC(=C1)N1CCN(CC1)C)C)=O N-[(1R)-1-[2,4-Dimethoxy-5-(1-methylpyrazol-4-yl)phenyl]ethyl]-2-methyl-5-(4-methylpiperazin-1-yl)benzamide